Cl.CC=1C=CC(=C(C1)C1=C(C=CC(=C1)C)F)F 5,5'-dimethyl-2,2'-difluorobiphenyl hydrochloride